octyl 2-(3-tert-butyl-2-hydroxy-5-octyloxyphenyl)-2H-benzotriazole-5-carboxylate C(C)(C)(C)C=1C(=C(C=C(C1)OCCCCCCCC)N1N=C2C(=N1)C=CC(=C2)C(=O)OCCCCCCCC)O